NC1=CC(=C(C(=C1)C)O)C 4-amino-2,6-dimethylphenol